2-iodo-4-(octyloxy)phenol IC1=C(C=CC(=C1)OCCCCCCCC)O